ClC=1C=C(C=C2C=CN(C12)CC1(CCNCC1)F)C1=C2C(=NC=C1)C=C(S2)CN2C(C1C(C1C2=O)(C)C)=O 3-((7-(7-chloro-1-((4-fluoropiperidin-4-yl)methyl)-1H-indol-5-yl)thieno[3,2-b]pyridin-2-yl)methyl)-6,6-dimethyl-3-azabicyclo[3.1.0]hexane-2,4-dione